(2S,4R)-4-hydroxy-4-hydroxymethyl-pyrrolidine-1,2-dicarboxylic acid 2-benzyl 1-tert-butyl ester C(C)(C)(C)OC(=O)N1[C@@H](C[C@@](C1)(CO)O)C(=O)OCC1=CC=CC=C1